methyl 3-(4-bromophenyl)-1-(3-(N-(4-bromophenyl)sulfamoyl)benzoyl)pyrrolidine-3-carboxylate BrC1=CC=C(C=C1)C1(CN(CC1)C(C1=CC(=CC=C1)S(NC1=CC=C(C=C1)Br)(=O)=O)=O)C(=O)OC